3-oxa-8-azabicyclo[3.2.1]octane-8-sulfonamide C12COCC(CC1)N2S(=O)(=O)N